CC1=CC=C(C=C1)S(=O)(=O)OC[C@@H]1CN(CCO1)C1=CC=C(C=C1)C1C(NC(CC1)=O)=O [(2s)-4-[4-(2,6-dioxo-3-piperidyl)phenyl]morpholin-2-yl]methyl 4-methylbenzenesulfonate